(S)-4,7,8-trimethyl-2-(((1S,3S)-3-(3,4,5-trifluorophenoxy)cyclopentyl)amino)-7,8-dihydropteridin-6(5H)-one CC1=NC(=NC=2N([C@H](C(NC12)=O)C)C)N[C@@H]1C[C@H](CC1)OC1=CC(=C(C(=C1)F)F)F